C(#N)C=1C=C(C=CC1OC1=CC(=C(C=C1)C1=NC2=C(N1)C=C(C=C2)C(NC(C)C)=N)OC)C2=NC1=C(N2)C=C(C=C1)C(NC(C)C)=N 2-(3-Cyano-4-(4-(6-(N-isopropylcarbamimidoyl)-1H-benzo[d]imidazol-2-yl)-3-methoxyphenoxy)phenyl)-N-isopropyl-1H-benzo[d]imidazole-6-carboximidamide